C(C)(C)C1=C(C=CC=C1)C1=NC=C2NC(N(C2=N1)CC1=C(C(=O)O)C=CC=C1)=O ((2-(2-isopropylphenyl)-8-oxo-7,8-dihydro-9H-purin-9-yl)methyl)benzoic acid